[Si](C1=CC=CC=C1)(C1=CC=CC=C1)(C(C)(C)C)OC[C@@H]1N([C@H](C2=CC=C(C(=C2C1)[C@H]1[C@@H](C1)C(=O)OCC)F)C)C(CC1=C(C=CC=C1F)Cl)=O trans-Ethyl 2-((1S,3R)-3-(((tert-butyldiphenylsilyl)oxy)methyl)-2-(2-(2-chloro-6-fluorophenyl)acetyl)-6-fluoro-1-methyl-1,2,3,4-tetrahydroisoquinolin-5-yl)cyclopropane-1-carboxylate